3,4-dihydroxy-1-(3-phenylpropionyl)-2-piperidone OC1C(N(CCC1O)C(CCC1=CC=CC=C1)=O)=O